OC(CNC1=CC(CCC1)=O)C 3-[(2-hydroxypropyl)amino]-2-cyclohexen-1-one